(3-amino-4-chloro-2-benzofuranyl)benzophenone NC1=C(OC2=C1C(=CC=C2)Cl)C2=C(C(=O)C1=CC=CC=C1)C=CC=C2